methyl (6'-((4-methoxybenzyl)oxy)-5''-methyl-4-(trifluoromethyl)-[3,2':4',4''-terpyridin]-2''-yl)carbamate COC1=CC=C(COC2=CC(=CC(=N2)C=2C=NC=CC2C(F)(F)F)C2=CC(=NC=C2C)NC(OC)=O)C=C1